FC1=CC=2N(C=C1)C(=CN2)C2=C1CN(C(C1=C(C=C2)NC2=NC=C(C=C2)C(C)N2CCOCC2)=O)C(=O)OC(C)(C)C tert-butyl 4-(7-fluoroimidazo[1,2-a]pyridin-3-yl)-7-((5-(1-(N-morpholinyl) ethyl) pyridin-2-yl) amino)-1-oxoisoindoline-2-carboxylate